3-chloro-4-(3a-((dimethylamino)methyl)hexahydrocyclopenta[b]pyrrol-1(2H)-yl)-2,6-difluoro-N-(6-fluoropyridin-2-yl)benzenesulfonamide ClC=1C(=C(C(=CC1N1C2C(CC1)(CCC2)CN(C)C)F)S(=O)(=O)NC2=NC(=CC=C2)F)F